Gallium bromid [Ga](Br)(Br)Br